3-(tert-butyl) 1-ethyl 8-(4-(4-chlorophenoxy)-3,5-difluorobenzoyl)-3,8-diazabicyclo[3.2.1]octane-1,3-dicarboxylate ClC1=CC=C(OC2=C(C=C(C(=O)N3C4(CN(CC3CC4)C(=O)OC(C)(C)C)C(=O)OCC)C=C2F)F)C=C1